2,6-bis(p-diethylaminobenzyliden)-4-methyl-4-azacyclohexanone C(C)N(C1=CC=C(C=C2C(C(CN(C2)C)=CC2=CC=C(C=C2)N(CC)CC)=O)C=C1)CC